ClC1=CC(=NC(=C1NC)Cl)C1=NC(=NC(=N1)N[C@@H](C(F)(F)F)C)N[C@@H](C(F)(F)F)C 6-(4,6-dichloro-5-methylaminopyridin-2-yl)-N2,N4-bis((R)-1,1,1-trifluoroprop-2-yl)-1,3,5-triazine-2,4-diamine